C(CCC)N(C1=NC(=NC(=N1)N(CCCC)CCCC)Cl)CCCC N2,N2,N4,N4-tetrabutyl-6-chloro-1,3,5-triazine-2,4-diamine